2-methacryloxymethylthio-5-n-pentylthio-1,3,4-thiadiazole C(C(=C)C)(=O)OCSC=1SC(=NN1)SCCCCC